(5R)-5-pyridinecarboxamide N1=CC=CC(=C1)C(=O)N